FC1=CC=C(C=C1)CCC(C(=O)OC)C(C1=CC=C(C=C1)I)=O methyl 4-(4-fluorophenyl)-2-(4-iodobenzoyl)butanoate